3-(4-nitro-1,3-dihydro-2H-isoindol-2-yl)piperidine-2,6-dione [N+](=O)([O-])C1=C2CN(CC2=CC=C1)C1C(NC(CC1)=O)=O